N-cyclopropyl-6-{3-[(3S)-3-fluoropyrrolidin-1-yl]propoxy}-7-methoxy-1,2,3,4-tetrahydroacridin C1(CC1)N1C2CCCCC2=CC2=CC(=C(C=C12)OCCCN1C[C@H](CC1)F)OC